BrC=1C=C2C(=NNC(C2=CC1)=O)C(CC)Br 6-Bromo-4-(1-bromopropyl)phthalazin-1(2H)-one